BrC=1C(=C(C(=CC1)NC)N)C(F)F 4-bromo-3-(difluoromethyl)-N1-methylbenzene-1,2-diamine